5-amino-propyl-amino-uridine NC=1C(NC(N([C@]2([C@](O)([C@H](O)[C@@H](CO)O2)CCC)N)C1)=O)=O